2,6-dihydroxy-3-methylaminobenzoic acid OC1=C(C(=O)O)C(=CC=C1NC)O